FC1(C[C@@]12CN([C@@H](C2)C(=O)OC)C(=O)[O-])F 6-Methyl (3S,6S)-1,1-difluoro-5-azaspiro[2.4]heptane-5,6-dicarboxylate